1-(5-bromo-1,3,4-thiadiazol-2-yl)piperazine BrC1=NN=C(S1)N1CCNCC1